N1=C(C=CC=C1)C(COC1=C(C#N)C=CN=C1)C 3-(2-(pyridin-2-yl)propoxy)isonicotinonitrile